[Na+].N[C@@H](CC(=O)[O-])C(=O)[O-].[Na+] Aspartic acid sodium salt